Cl.N[C@@H](C(=O)N[C@@H](CCCC1=CC(=CC=C1)OC)B1OC(C(O1)(C)C)(C)C)COC (R)-2-amino-3-methoxy-N-((R)-4-(3-methoxyphenyl)-1-(4,4,5,5-tetramethyl-1,3,2-dioxaborolan-2-yl)butyl)propanamide hydrochloride